[2H]C(C1=CC=C(C=C1)N1N=CC=N1)([2H])[2H] (4-Trideuteromethylphenyl)-2H-1,2,3-triazole